OC=1C(=C(C=NC1)C=1C(N(C2=CC(=NC=C2C1)NC(=O)C1CC1)C)=O)C N-[3-(5-hydroxy-4-methylpyridin-3-yl)-1-methyl-2-oxo-1,6-naphthyridin-7-yl]cyclopropanecarboxamide